2,5-dimethyl-dioxane CC1OCC(OC1)C